C(=C)B([O-])[O-] Vinyl-Boronate